4-{2-oxo-1h,2h,3h-imidazo[4,5-b]pyridin-1-yl}cyclohexane-1-carboxylic acid methyl ester COC(=O)C1CCC(CC1)N1C(NC2=NC=CC=C21)=O